1-(2,5-diaminopyrimidin-4-yl)-3-(2,2,2-trifluoro-1-(5-fluoro-3-methylbenzofuran-2-yl)ethyl)thiourea NC1=NC=C(C(=N1)NC(=S)NC(C(F)(F)F)C=1OC2=C(C1C)C=C(C=C2)F)N